ethyl 4-[4-fluoro-5-[3-(4-fluoro-6-methoxy-isoindolin-5-yl) oxypropoxy]-6-methoxy-isoindolin-2-yl]-4-oxo-butanoate FC1=C2CN(CC2=CC(=C1OCCCOC=1C(=C2CNCC2=CC1OC)F)OC)C(CCC(=O)OCC)=O